(3R,4R)-4-(3,4-dimethoxybenzyl)-3-(3-methoxy-4-(((2S,3R,4S,5S,6S)-3,4,5-trihydroxy-6-methyltetrahydro-2H-pyran-2-yl)oxy)benzyl)dihydrofuran COC=1C=C(CC=2[C@H](COC2)CC2=CC(=C(C=C2)O[C@@H]2O[C@H]([C@H]([C@@H]([C@H]2O)O)O)C)OC)C=CC1OC